chloro-2-(6-(2,4-difluorophenoxy)-2-azaspiro[3.3]heptan-2-yl)pyrido[3,4-b]pyrazine ClC1=C(N=C2C(=N1)C=NC=C2)N2CC1(C2)CC(C1)OC1=C(C=C(C=C1)F)F